1-(2-chloroethyl)-3-(1-(pyridin-2-yl)azetidin-3-yl)urea ClCCNC(=O)NC1CN(C1)C1=NC=CC=C1